ClC=1C=C(C=C(C1)N[C@@H](C)C1CCNCC1)C1=NNC(O1)=O 5-(3-Chloro-5-{[(1S)-1-(piperidin-4-yl)ethyl]amino}phenyl)-1,3,4-oxadiazol-2(3H)-one